(S)-3-(3-bromophenyl)cyclopentan-1-one BrC=1C=C(C=CC1)[C@@H]1CC(CC1)=O